C1=NC=CC2=CC(=CC=C12)C1=CN=C(S1)C=1N(C(C=CC1C(=O)N)=O)C (5-(isoquinolin-6-yl)thiazol-2-yl)-1-methyl-6-oxo-1,6-dihydropyridine-3-carboxamide